C1(=CC(=CC=C1)C[C@@H]1N(CCC[C@@H]1NS(=O)(=O)C)C(=O)OC1CC1)C1=CC=CC=C1 cyclopropyl cis-2-(biphenyl-3-ylmethyl)-3-((methylsulfonyl)amino)piperidine-1-carboxylate